2-(2-pyrimidin-2-ylphenyl)ethaneamine hydrochloride Cl.N1=C(N=CC=C1)C1=C(C=CC=C1)CCN